2-cyanoethyl-2-(4-cyano-2-methoxybenzylidene)-3-oxobutanoic acid C(#N)CCCC(C(C(=O)O)=CC1=C(C=C(C=C1)C#N)OC)=O